3-(4-phenoxyphenyl)-1-(piperidin-4-yl)pyrazolo[3,4-d]pyrimidin-4-amine O(C1=CC=CC=C1)C1=CC=C(C=C1)C1=NN(C2=NC=NC(=C21)N)C2CCNCC2